2-Hydroxyethylmethacryldihydrogen-phosphat OCCOP(=O)(OC(=O)C(=C)C)[O-]